C(C)(C)(C)OC(=O)N1[C@H](C[C@@H](C1)OC1=C(C=C(C=C1)I)F)C(=O)O (2R,4S)-1-(tert-butoxycarbonyl)-4-(2-fluoro-4-iodophenoxy)pyrrolidine-2-carboxylic acid